4-pyrimidinol N1=CN=C(C=C1)O